aluminium trimethoxide C[O-].C[O-].C[O-].[Al+3]